(S)-1-(2,2-difluorocyclopropyl)-1H-pyrazolo[3,4-b]pyridin-6-amine FC1([C@H](C1)N1N=CC=2C1=NC(=CC2)N)F